[7-(2,4-difluoro-6-isopropoxy-phenyl)-6-[(6R)-6-methyl-5-prop-2-enoyl-6,7-dihydro-4H-pyrazolo[1,5-a]pyrazin-2-yl] thieno[3,2-c]pyridin-4-yl] trifluoromethanesulfonate FC(S(=O)(=O)OC1=NC(=C(C2=C1C=CS2)C2=C(C=C(C=C2OC(C)C)F)F)C2=NN1C(CN([C@@H](C1)C)C(C=C)=O)=C2)(F)F